5-fluoro-4-(7-fluoro-3-isopropyl-2-methyl-2H-indazol-5-yl)-N-(5-(piperazin-1-ylmethyl)pyridin-2-yl)pyrimidin-2-amine FC=1C(=NC(=NC1)NC1=NC=C(C=C1)CN1CCNCC1)C1=CC2=C(N(N=C2C(=C1)F)C)C(C)C